2-[3,5-dichloro-4-[(4-hydroxy-3-pyrimidin-4-yl-phenyl)methyl]phenoxy]acetic acid ClC=1C=C(OCC(=O)O)C=C(C1CC1=CC(=C(C=C1)O)C1=NC=NC=C1)Cl